NC1=NC=CC(=N1)C1=CNC2=CC=C(C=C12)Br 2-Amino-4-(5-bromo-1H-indol-3-yl)pyrimidine